NC1=C2C(=NC=N1)N(N=C2C2=CC=C(C=C2)CNC(C2=C(C=CC=C2)OC)=O)[C@@H]2CCC1=CC=CC=C21 N-[(4-{4-amino-1-[(1R)-2,3-dihydro-1H-inden-1-yl]-1H-pyrazolo[3,4-d]pyrimidin-3-yl}phenyl)methyl]-2-methoxybenzamide